3-fluoro-5-methyl-6-[2-(1-methylazetidin-3-yl)triazol-4-yl]-8-[(2R)-2-(trifluoromethyl)azetidin-1-yl]imidazo[1,2-a]pyrazine FC1=CN=C2N1C(=C(N=C2N2[C@H](CC2)C(F)(F)F)C2=NN(N=C2)C2CN(C2)C)C